C(C)N1C[C@H](CC1)CNC1=C(C=CC=C1)S(=O)(=O)NC1=CC=C2[C@@H]3[C@H](COC2=C1C(=O)O)C3 |&1:23,24| (1aRS,7bSR)-5-{2-[((R)-1-ethylpyrrolidin-3-ylmethyl)amino]-benzenesulfonylamino}-1,1a,2,7b-tetrahydrocyclopropa-[c]chromene-4-carboxylic acid